FC=1C(=C(C=C(C1)C=1C=C2C(=NC1)NN=C2C2COCC2)NS(=O)(=O)CCC)OC N-(3-fluoro-2-methoxy-5-(3-(tetrahydrofuran-3-yl)-1H-pyrazolo[3,4-b]pyridin-5-yl)phenyl)propane-1-sulfonamide